[(1R,2S,4R)-4-{[5-({4-[(R)-(6-chloropyridin-2-yl)(hydroxy)methyl]-2-thienyl}carbonyl)pyrimidin-4-yl]amino}-2-hydroxycyclopentyl]methyl sulfamate S(N)(OC[C@@H]1[C@H](C[C@@H](C1)NC1=NC=NC=C1C(=O)C=1SC=C(C1)[C@@H](O)C1=NC(=CC=C1)Cl)O)(=O)=O